[6-({5-Fluoro-2-[(3,4,5-trimethoxyphenyl)amino]-4-pyrimidinyl}amino)-2,2-dimethyl-3-oxo-2,3-dihydro-4H-pyrido[3,2-b][1,4]oxazin-4-yl]methyl dihydrogen phosphate P(=O)(OCN1C2=C(OC(C1=O)(C)C)C=CC(=N2)NC2=NC(=NC=C2F)NC2=CC(=C(C(=C2)OC)OC)OC)(O)O